(R)-7-(2-((2-ethyl-6-(4-(2-hydroxyethyl)-3-methylpiperazin-1-yl)pyridin-3-yl)amino)-5-(trifluoromethyl)pyrimidin-4-yl)-2,3-dihydro-5H-thieno[3,2-e][1,4]oxathiepine 1,1-dioxide C(C)C1=NC(=CC=C1NC1=NC=C(C(=N1)C1=CC=2S(CCOCC2S1)(=O)=O)C(F)(F)F)N1C[C@H](N(CC1)CCO)C